FC(C1=CC=C(C=C1)N1C(SC=C1C=1C=C(C(=O)NCCCCN2N=CC=C2)C=CC1)=O)(F)F 3-(3-(4-trifluoromethylphenyl)-4-thiazolinonyl)-N-(4-1-N-pyrazolylbutyl)benzamide